4-(6-fluoro-pyridin-3-yl)-6-(2-oxopropoxy)pyrazolo[1,5-a]pyridine-3-carbonitrile FC1=CC=C(C=N1)C=1C=2N(C=C(C1)OCC(C)=O)N=CC2C#N